1-{2-[(3R)-3-methylmorpholin-4-yl]-7-(1H-pyrazol-5-yl)imidazo[1,5-b]pyridazin-4-yl}cyclopentane-1-carbonitrile C[C@H]1N(CCOC1)C=1C=C(C=2N(N1)C(=NC2)C2=CC=NN2)C2(CCCC2)C#N